[Li+].Br[O-] hypobromite Lithium